SILICON PHTHALOCYANINE CN(C)CCC[Si](C)(C)[O-].C1=CC=C2C(=C1)C3=CC4=NC(=NC5=C6C=CC=CC6=C([N-]5)N=C7C8=CC=CC=C8C(=NC2=N3)[N-]7)C9=CC=CC=C94.[OH-].[Si+4]